2-((2-azaspiro[3.3]hept-2-yl)methyl)-6-fluorobenzonitrile C1N(CC12CCC2)CC2=C(C#N)C(=CC=C2)F